C1([C@H](O)[C@@H](O)[C@H](O)[C@H](O1)CO)C=1C(=NC(NC1)=O)NCO 5-glucosyl-hydroxymethylcytosine